2-hexyldecyl 5-{[2-({5-[(2-hexyldecyl)oxy]-5-oxopentyl} (2-hydroxy ethyl)amino)ethyl] (2-hydroxyethyl)amino}pentanoate C(CCCCC)C(COC(CCCCN(CCN(CCCCC(=O)OCC(CCCCCCCC)CCCCCC)CCO)CCO)=O)CCCCCCCC